(S)-N-(4-methoxyphenyl)-4-((phenylthio)methyl)thiochroman-4-amine COC1=CC=C(C=C1)N[C@]1(CCSC2=CC=CC=C12)CSC1=CC=CC=C1